N-[4-(3-methylsulfanyl-4-nitro-phenoxy)-2-pyridinyl]methanesulfonamide CSC=1C=C(OC2=CC(=NC=C2)NS(=O)(=O)C)C=CC1[N+](=O)[O-]